4,4'-{isopropylidenebis[2,6-dibromophenol]} octylphosphite C(CCCCCCC)P(O)(O)OC1=C(C=C(C=C1Br)C(C)(C)C1=CC(=C(C(=C1)Br)O)Br)Br